SC1C(NC(C1)(C)C)(C)C 3-sulfanyl-2,2,5,5-tetramethylpyrroline